OC(C(C)(O)O)O 1,2-dihydroxypropylene glycol